methyl (E)-2-[2-[6-(2-methyl-phenoxy) pyrimidin-4-yloxy] phenyl]-3-methoxyacrylate CC1=C(OC2=CC(=NC=N2)OC2=C(C=CC=C2)/C(/C(=O)OC)=C\OC)C=CC=C1